FC1=C(CNC(=O)C2CC(C2)OCC(C)C)C=CC(=C1C=1NC(C=C(N1)C(F)(F)F)=O)C(F)(F)F N-{2-fluoro-3-[6-oxo-4-(trifluoromethyl)-1,6-dihydropyrimidin-2-yl]-4-(trifluoromethyl)benzyl}-3-isobutoxycyclobutane-1-carboxamide